Cl.COC=1C=C(C=CC1)N(C)CC=1C=C(C=CC1)C[C@H](C(=O)O)[C@@H]1CNCC1 (2S)-3-(3-{[(3-Methoxyphenyl)(methyl)amino]methyl}phenyl)-2-[(3R)-pyrrolidin-3-yl]propanoic acid hydrochloride